N-((trans)-4-cyanotetrahydrofuran-3-yl)-4-methyl-benzenesulfonamide C(#N)[C@H]1[C@@H](COC1)NS(=O)(=O)C1=CC=C(C=C1)C